C(#N)N1[C@H]2[C@@H](C[C@@H]1CC2)NC(=O)C2=CC(=C(C=C2)NC(OC(C)(C)C)=O)C 2-methyl-2-propanyl (4-(((1R,2R,4S)-7-cyano-7-azabicyclo[2.2.1]heptan-2-yl)carbamoyl)-2-methylphenyl)carbamate